3-ethyl-2,6-piperidinedione C(C)C1C(NC(CC1)=O)=O